FC1(CN(CC12CC2)C=2C=1N(N=C(C2)C=2C(=NC(=NC2)OC)OC)C(=CN1)F)F 8-(7,7-difluoro-5-azaspiro[2.4]heptan-5-yl)-6-(2,4-dimethoxypyrimidin-5-yl)-3-fluoroimidazo[1,2-b]pyridazine